C(C)(C)(C)O[SiH](NC(C)C)OC(C)(C)C di-tert-butoxy(iso-propylamino)silane